(S)-(1,3-dihydro-spiro[indene-2,4'-piperidine]) N1CCC2(CC1)CC1=CC=CC=C1C2